ClC1=C(C=C(OCC(=O)NC23CC(C2)(C3)N3N=CC(=C3)CCCOC(F)(F)F)C=C1)F 2-(4-chloro-3-fluorophenoxy)-N-(3-{4-[3-(trifluoromethoxy)propyl]-1H-pyrazol-1-yl}bicyclo[1.1.1]pentan-1-yl)acetamide